C(C)(C)(C)OC(N[C@@H](CC1=CC=CC=C1)C(CCl)=O)=O (S)-(4-chloro-3-oxo-1-phenylbutan-2-yl)carbamic acid tert-butyl ester